CC(CN1C=CC2=CC(=C(C=C21)Cl)F)N The molecule is a member of the class of indoles that is 6-chloro-5-fluoroindole in which the hydrogen attached to the nitrogen has been replaced by a 2-aminopropyl group. It is a member of indoles, an organofluorine compound, an organochlorine compound and a primary amino compound.